ClC=1C(=CC2=C([C@@H]([C@](O2)(C2=CC=CC=C2)CNC)C)C1C1=C(C(=O)NC)C=CC(=C1F)OC[C@H](C)O)F ((2S,3S,4S)-5-chloro-6-fluoro-3-methyl-2-((methylamino)methyl)-2-phenyl-2,3-dihydrobenzofuran-4-yl)-3-fluoro-4-((S)-2-hydroxypropoxy)-N-methylbenzamide